COC([C@H]1COC2(C1)CCN(CC2)C2=CC(=C(C=C2)[C@H]2[C@H](CCC1=CC(=CC=C21)O)C2=CC=CC=C2)OC)OC (1S,2S)-1-[4-[(3R)-3-(dimethoxymethyl)-1-oxa-8-azaspiro[4.5]decan-8-yl]-2-methoxy-phenyl]-2-phenyl-tetralin-6-ol